NCCNC(OCC=O)=O 2-oxoethyl (2-aminoethyl)carbamate